isopropyl 5-((5-((4-chlorobenzyl)oxy)-1,3,4-thiadiazol-2-yl)carbamoyl)-4-(2-methoxyphenyl)picolinate ClC1=CC=C(COC2=NN=C(S2)NC(=O)C=2C(=CC(=NC2)C(=O)OC(C)C)C2=C(C=CC=C2)OC)C=C1